1-(3-methoxypyridin-2-yl)piperazine, tri-hydrochloride Cl.Cl.Cl.COC=1C(=NC=CC1)N1CCNCC1